4-(4-methoxyphenyl)sulfonyl-2-((methylthio)methyl)-5-phenyl-2,3-dihydrofuran COC1=CC=C(C=C1)S(=O)(=O)C=1CC(OC1C1=CC=CC=C1)CSC